methyl (E)-3-((2,4-dimethyl-5-oxo-2,5-dihydrofuran-2-yl)oxy)acrylate CC1(OC(C(=C1)C)=O)O/C=C/C(=O)OC